2-methyl-4,5-dipropylimidazole CC=1NC(=C(N1)CCC)CCC